trans-1-amino-3-[18F]-fluorocyclobutanecarboxylic acid NC1(CC(C1)[18F])C(=O)O